C(CCCCCCCCC)OC=1C=C(C=C(C1)OCCCCCCCCCC)N(CC(=O)O)C(C)CC(=O)O N-[3,5-Bis(decyloxy)phenyl]-N-(carboxymethylethyl)glycine